CC1(C2=CC=CC=C2C=2C=CC(=CC12)NC1=CC=2C(C3=CC=CC=C3C2C=C1)(C)C)C N-(9,9-dimethylfluoren-2-yl)-9,9-dimethyl-fluoren-2-amine